N-(4-(4-((3-methyl-4-((1-methyl-1H-benzo[d][1,2,3]triazol-5-yl)oxy)phenyl)amino)pyrido[3,2-d]pyrimidin-6-yl)cyclohex-3-en-1-yl)acrylamide CC=1C=C(C=CC1OC1=CC2=C(N(N=N2)C)C=C1)NC=1C2=C(N=CN1)C=CC(=N2)C2=CCC(CC2)NC(C=C)=O